FC1(C(C(C1(F)F)(F)F)(F)F)F Octafluorocyclobutane